(S)-5-((4-((2-hydroxy-1-phenylethyl)amino)-5-(3-(quinuclidin-4-yl)-1,2,4-oxadiazol-5-yl)pyridin-2-yl)amino)-3,3-dimethyl-[1,2]oxaborolo[4,3-d]pyrimidin-1(3H)-ol OC[C@H](C1=CC=CC=C1)NC1=CC(=NC=C1C1=NC(=NO1)C12CCN(CC1)CC2)NC=2N=CC1=C(N2)C(OB1O)(C)C